E-butenedioic acid C(\C=C\C(=O)O)(=O)O